CN1C2=C(SC(C1=O)CC(=O)N1CCC(CC1)C)N=CC=C2 1-methyl-3-(2-(4-methylpiperidin-1-yl)-2-oxoethyl)-1H-pyrido[2,3-b][1,4]thiazin-2(3H)-one